C(C)(C)(C)OC(=O)N1C[C@H](CC1)NC1=C2C=CC=NC2=C(C=C1)C (S)-3-((8-methylquinolin-5-yl)amino)pyrrolidine-1-carboxylic acid tert-butyl ester